1-[cis-(5R,7R)-7-fluoro-5-phenyl-6,7-dihydro-5H-pyrrolo[1,2-b][1,2,4]triazol-2-yl]-2-methyl-propan-1-one F[C@@H]1C[C@@H](N2N=C(N=C21)C(C(C)C)=O)C2=CC=CC=C2